(R)-tert-butyl (8-(6-amino-3-carbamoyl-5-((2-(trifluoromethyl)pyridin-3-yl)thio)pyridin-2-yl)-8-azaspiro[4.5]decan-1-yl)carbamate NC1=C(C=C(C(=N1)N1CCC2(CCC[C@H]2NC(OC(C)(C)C)=O)CC1)C(N)=O)SC=1C(=NC=CC1)C(F)(F)F